methyl 4-(4-methylpiperazin-1-yl)-2-(7H-pyrrolo[2,3-b]pyridin-5-yloxy)benzoate CN1CCN(CC1)C1=CC(=C(C(=O)OC)C=C1)OC=1C=C2C(NC1)=NC=C2